2-Methyl-benzooxazole-6-carboxylic acid (1-propyl-butyl)-amide C(CC)C(CCC)NC(=O)C1=CC2=C(N=C(O2)C)C=C1